C(C1=CC=CC=C1)[C@@H]1N(CC[C@H]1F)C(=O)OCC1=CC=CC=C1 |o1:7,11| benzyl (2S*,3R*)-2-benzyl-3-fluoropyrrolidine-1-carboxylate